CON=C1CCN(CC1)C(C1CC1)C methyl-(2-cyclopropyl)methyl-(2-piperidin-4-one)-O-methyloxime